3-(6-tert-butyl-3-pyridyl)azetidine-1-carboxylic acid tert-butyl ester C(C)(C)(C)OC(=O)N1CC(C1)C=1C=NC(=CC1)C(C)(C)C